2-(6-bromohexyl)-3-fluorothiophene BrCCCCCCC=1SC=CC1F